CS(=O)(=O)C1=CC(=C(C=C1)[N+](=O)[O-])C(F)(F)F 4-methylsulfonyl-1-nitro-2-(trifluoromethyl)benzene